ClC=1C=C(C=NC1N1N=CC=N1)NC(=O)[C@H]1CC(C2=C1C(=CC=1N2N=C(C1)C)F)(C)C (S)-N-(5-chloro-6-(2H-1,2,3-triazol-2-yl)pyridin-3-yl)-5-fluoro-2,8,8-trimethyl-7,8-dihydro-6H-cyclopenta[e]pyrazolo[1,5-a]pyridine-6-carboxamide